CC1=C(C(=C(C=C1O)OC)O)C/C=C(\\C)/CC/C=C(\\C)/CC/C=C(\\C)/CC/C=C(\\C)/CC/C=C(\\C)/CCC=C(C)C The molecule is a polyprenylhydroquinone in which the polyprenyl substituent is hexaprenyl at C-3; methoxy and methyl groups are also present at C-5 and C-2 respectively. It is a 2-methoxy-3-methyl-6-all-trans-polyprenylhydroquinone, a polyprenylhydroquinone and a member of hydroquinones.